CC12OC1C1OC(C(C1CCC(=CCC2)C)=C)=O 4,8-Dimethyl-12-methylidene-3,14-dioxatricyclo[9.3.0.02,4]tetradec-7-en-13-one